(1S,4s)-4-(2-((R)-1-acetylpiperidin-3-ylamino)-8-(2,6-dichloro-4-cyanophenylamino)-9H-purin-9-yl)cyclohexanecarboxamide C(C)(=O)N1C[C@@H](CCC1)NC1=NC=C2N=C(N(C2=N1)C1CCC(CC1)C(=O)N)NC1=C(C=C(C=C1Cl)C#N)Cl